FC=1C=NC(=NC1)N1C(CN(CC1)C(=O)C1=C(OC=2N=CN=C(C21)NC2(CC2)C)C)C 5-[4-(5-fluoropyrimidin-2-yl)-3-methylpiperazine-1-carbonyl]-6-methyl-N-(1-methylcyclopropyl)furo[2,3-d]pyrimidin-4-amine